N,N-dimethyl-meta-toluidine CN(C1=CC(=CC=C1)C)C